ClC=1C(=NC=C(C1)C(=C)C)OC 3-Chloro-2-methoxy-5-(prop-1-en-2-yl)pyridine